FC(C1=CC=CC(=N1)C1=NC=CC=C1C=1C=CC=2N=CN=C(C2N1)N)F 6-(6'-(Difluoromethyl)-[2,2'-bipyridin]-3-yl)pyrido[3,2-d]pyrimidin-4-amin